N1=NC(=CC2=C1C1=C(CCC2)C=CC=C1)N1N=C(N=C1N)NC=1C=CC2=C(CCC(CC2)N2CCC(CC2)C(=O)OCC)C1 1-(6,7-dihydro-5H-benzo[6,7]cyclohepta[1,2-c]pyridazin-3-yl)-N3-(7-(4-(ethoxycarbonyl)piperidin-1-yl)-6,7,8,9-tetrahydro-5H-benzo[7]annulene-2-yl)-1H-1,2,4-triazole-3,5-diamine